(1R,5S)-3-(7-chloro-8-fluoro-2-oxo-1,2-dihydro-1,6-naphthyridin-4-yl)-3,8-diazabicyclo[3.2.1]octane-8-carboxylic acid tert-butyl ester C(C)(C)(C)OC(=O)N1[C@H]2CN(C[C@@H]1CC2)C2=CC(NC1=C(C(=NC=C21)Cl)F)=O